2'-chloro-N-(5-cyclopentyl-1,3,4-thiadiazol-2-yl)-5'-methoxy-6-methyl-(4,4'-bipyridine)-3-carboxamide ClC1=NC=C(C(=C1)C1=C(C=NC(=C1)C)C(=O)NC=1SC(=NN1)C1CCCC1)OC